CN1N=CC(=C1)C1=NC=2C(=NC(=CC2N2CCOCC2)N2N=C(CCC2)C=2C=C(C=CC2)C)N1 4-(2-(1-methyl-1H-pyrazol-4-yl)-5-(3-(m-tolyl)-5,6-dihydropyridazin-1(4H)-yl)-3H-imidazo[4,5-b]pyridin-7-yl)morpholine